C(C)(C)OC(=O)N1CCN(CC1)C1=NC=2N(C=C1)N=CC2C=2C=NC(=CC2)OC 4-(3-(6-methoxypyridin-3-yl)pyrazolo[1,5-a]pyrimidin-5-yl)piperazine-1-carboxylic acid isopropyl ester